24-Hydroxy-tetracosanoic acid OCCCCCCCCCCCCCCCCCCCCCCCC(=O)O